CC1=NN(C(=C1)C1=NSC=2C1=NC(=CC2C2(CCCCC2)C#N)N2[C@@H](COCC2)C)C2OCCCC2 1-(3-(3-methyl-1-(tetrahydro-2H-pyran-2-yl)-1H-pyrazol-5-yl)-5-((R)-3-methylmorpholino)isothiazolo[4,5-b]pyridin-7-yl)cyclohexane-1-carbonitrile